NC1=C(C(=O)NC23CCC(CC2)(CC3)O)C=C(C=N1)C=1C=C3CCC(C3=CC1)N1CCN(CC1)C1CCOCC1 2-amino-N-(4-hydroxy-bicyclo[2.2.2]oct-1-yl)-5-(1-(4-(tetrahydro-2H-pyran-4-yl)piperazin-1-yl)-2,3-dihydro-1H-inden-5-yl)nicotinamide